octadecyl 3,3'-thiodipropionate S(CCC(=O)[O-])CCC(=O)OCCCCCCCCCCCCCCCCCC